(((Trifluoromethyl)sulfonyl)-1,5,6,7,8,9-hexahydroimidazo[4',5':4,5]benzo[1,2-d]azepine-2-yl)thieno[3,2-b]pyridin-5(4H)-one FC(S(=O)(=O)N1C(=NC2=CC3=C(CCNCC3)C=C21)C2=CC=1NC(C=CC1S2)=O)(F)F